BrC#C[Si](C(C)C)(C(C)C)C(C)C (bromoethynyl)[tri(prop-2-yl)]silane